N1=C(N=CC=C1)C1=C(N=CO1)C(C)N 1-(5-pyrimidin-2-yloxazol-4-yl)ethanamine